C(C)N1C(NC(=C1)C1=CC=C(C=C1)OC)=NC(C1=C(C=CC=C1)F)=O N-(1-Ethyl-4-(4-methoxyphenyl)-1,3-dihydro-2H-imidazol-2-ylidene)-2-fluorobenzamide